N-(4-amino-1H-pyrazolo[4,3-c]pyridin-7-yl)-N'-benzyl-N'-[(2-methylpyrazol-3-yl)methyl]oxamide NC1=NC=C(C2=C1C=NN2)NC(=O)C(=O)N(CC=2N(N=CC2)C)CC2=CC=CC=C2